N1=CC(=CC=C1C1C(C1)COC1=CC(=NC(=N1)C)NCC=1SC(=NN1)C)C=1C=NC=CC1 6-{[2-(3,3'-bipyridin-6-yl)cyclopropyl]methoxy}-2-methyl-N-[(5-methyl-1,3,4-thiadiazol-2-yl)methyl]pyrimidin-4-amine